tert-butyl (3-((3-chloro-6,12-dioxo-6,12-dihydroindolo[2,1-b]quinazolin-8-yl)amino)-3-oxopropyl)carbamate ClC1=CC=C2C(N3C(=NC2=C1)C(C1=CC(=CC=C13)NC(CCNC(OC(C)(C)C)=O)=O)=O)=O